5-fluoro-2-(4-pyridin-3-ylphenyl)-2H-indazole-7-carboxamide FC1=CC2=CN(N=C2C(=C1)C(=O)N)C1=CC=C(C=C1)C=1C=NC=CC1